C(C)(C)C1=C(C=CC=C1)C1N(CCN(C1)C1CCOCC1)C1CC2(C1)CCN(CC2)C(=O)OC(C)(C)C tert-butyl 2-(2-(2-isopropylphenyl)-4-(tetrahydro-2H-pyran-4-yl) piperazin-1-yl)-7-azaspiro[3.5]nonane-7-carboxylate